2-(Dimethylamino)-1-(3-(2-(2,6-dimethylpyridin-4-yl)-3-isopropyl-1H-indol-5-yl)pyrrolidin-1-yl)ethan-1-on CN(CC(=O)N1CC(CC1)C=1C=C2C(=C(NC2=CC1)C1=CC(=NC(=C1)C)C)C(C)C)C